ClC1=CC=CC=2N(C(SC21)C2(N(CCC2)C(=O)N)C(=O)N)OC (E)-7-chloro-3-methoxybenzothiazol-2-ylpyrrolidine-1,2-dicarboxamide